OC1=C(C=CC=C1)C=1C=C2C(=NN1)NC[C@@H]1N2CCN(C1)CC1CCN(CC1)C1CCN(CC1)C(=O)OC(C)(C)C (S)-tert-butyl 4-((2-(2-hydroxyphenyl)-6a,7,9,10-tetrahydro-5H-pyrazino[1',2':4,5]pyrazino[2,3-c]pyridazin-8(6H)-yl)methyl)-[1,4'-bipiperidine]-1'-carboxylate